C[Si](C)(C)NCCC trimethylsilyl-propylamine